[Cl-].C[N+](CC(=O)N(CCO)CCO)(C)C N-(α-trimethylammonioacetyl)diethanolamine chloride